BrC1=CC(=C(C=O)C=C1)C(F)(F)F 4-bromo-2-(trifluoromethyl)benzaldehyde